N-[1-[5-Fluoro-2-[[1-[(2R)-2-hydroxypropyl]pyrazol-4-yl]amino]pyrimidin-4-yl]-3-methyl-indol-5-yl]prop-2-enamide FC=1C(=NC(=NC1)NC=1C=NN(C1)C[C@@H](C)O)N1C=C(C2=CC(=CC=C12)NC(C=C)=O)C